C(C)C=1SC=C(N1)C(=O)NC1=CC2=CN(N=C2C=C1C1=COC=C1)CCC(C)(C)O 2-ethyl-N-(6-(furan-3-yl)-2-(3-hydroxy-3-methylbutyl)-2H-indazol-5-yl)thiazole-4-carboxamide